rac-N-((4R,5R)-3-(2-cyanamidoethyl)-7-ethyl-4-(4-fluorophenyl)-6-oxo-1-phenyl-4,5,6,7-tetrahydro-1H-pyrazolo[3,4-b]pyridin-5-yl)-3-(trifluoromethyl)benzamide N(C#N)CCC1=NN(C=2N(C([C@@H]([C@@H](C21)C2=CC=C(C=C2)F)NC(C2=CC(=CC=C2)C(F)(F)F)=O)=O)CC)C2=CC=CC=C2 |r|